N-(cyclohexylmethyl)hydroxylamine C1CCC(CC1)CNO